BrC1=C(C=C2CN(C(C2=C1)=O)C1C(NC(CC1)=O)=O)N(C)C 3-(6-bromo-5-(dimethylamino)-1-oxoisoindolin-2-yl)piperidine-2,6-dione